Di(tert.-butylperoxyisopropyl)benzol C(C)(C)(C)OOC(C)(C)C1=C(C=CC=C1)C(C)(C)OOC(C)(C)C